C(C)(C)(C)OC(=O)N1C[C@@]2(CC1)C(N(CC2)[C@H](C(=O)OCC2=CC=CC=C2)C2CCCC2)=O (R)-7-((S)-2-(benzyloxy)-1-cyclopentyl-2-oxoethyl)-6-oxo-2,7-diazaspiro[4.4]nonane-2-carboxylic acid tert-butyl ester